6-bromo-1,2-dihydro-3H-pyrrolo[3,4-c]pyridin-3-one BrC1=CC2=C(C=N1)C(NC2)=O